ClC1=CC(=C2C(=N1)C1(OCC2)COCC1)OCCCCOC 2'-Chloro-4'-(4-Methoxybutoxy)-4,5,5',6'-Tetrahydro-2H-Spiro[Furan-3,8'-Pyrano[3,4-b]Pyridine]